COC=1C=C(C=CC1)CC(C)(C)NC(=O)C=1C=C2C(=NC1)N(C=N2)C N-(1-(3-methoxyphenyl)-2-methylpropan-2-yl)-3-methyl-3H-imidazo[4,5-b]pyridine-6-carboxamide